ClC1=C(C(=NN1C)C1=NOC(=C1)C)CN1CCC(CCC1)NCCC(C)C 1-((5-Chloro-1-methyl-3-(5-methylisoxazol-3-yl)-1H-pyrazol-4-yl)methyl)-N-isopentylazepan-4-amine